ClC=1C=C2C[C@@H](COC2=CC1)C(=O)C1=CN(C2=C1C=NC(=C2)C=2C=NNC2F)CC(C)(C)O [(3S)-6-Chlorochroman-3-yl]-[6-(5-fluoro-1H-pyrazol-4-yl)-1-(2-hydroxy-2-methyl-propyl)pyrrolo[3,2-c]pyridin-3-yl]methanone